(R)-6-amino-2-methyl-N-(7-(piperazin-1-yl)chroman-3-yl)thieno[2,3-d]thiazole-5-carboxamide NC1=C(SC=2N=C(SC21)C)C(=O)N[C@H]2COC1=CC(=CC=C1C2)N2CCNCC2